tert-butyl 2-(methylamino)acetate CNCC(=O)OC(C)(C)C